2-isobutyl-3,5,6-trimethylpyrazine C(C(C)C)C1=NC(=C(N=C1C)C)C